tert-butyl (S)-2-(4-(methoxy(methyl)carbamoyl)thiazol-2-yl)pyrrolidine-1-carboxylate CON(C(=O)C=1N=C(SC1)[C@H]1N(CCC1)C(=O)OC(C)(C)C)C